COC(=O)C1N(CCC1OCC=C)C([C@H](CC1=CNC2=CC=C(C=C12)F)NC(=O)OC(C)(C)C)=O.NC=1C=CC(=C(C1)S(=O)(=O)N)C1=CC(=NN1C)C 5-amino-2-(1,3-dimethyl-1H-pyrazol-5-yl)benzenesulfonamide methyl-3-(allyloxy)-1-((S)-2-((tert-butoxycarbonyl)amino)-3-(5-fluoro-1H-indol-3-yl)propanoyl)pyrrolidine-2-carboxylate